ClC1=C(C(=O)N[C@H](C(=O)O)CNC(=O)N[C@@H]2CCC3=CC=CC=C23)C(=CC(=C1)N1C=NC(=C1)C1=CC=CC=C1)Cl (S)-2-(2,6-dichloro-4-(4-phenyl-1H-imidazol-1-yl)benzamido)-3-(3-((R)-2,3-dihydro-1H-inden-1-yl)ureido)propionic acid